2-amino-9-[(2R,3S,4R,5R)-5-ethenyl-3-fluoro-4-hydroxy-5-(hydroxymethyl)oxolan-2-yl]-1H-purin-6-one NC=1NC(C=2N=CN(C2N1)[C@@H]1O[C@@]([C@H]([C@@H]1F)O)(CO)C=C)=O